CCC(CCCCCC)C(=O)OCC[Si](C)(C)C 2-(trimethylsilyl)ethyl nonane-3-carboxylate